N-(4-(N'-(1,2,3,5,6,7-hexahydro-s-indacen-4-ylcarbamoyl)sulfamimidoyl)benzyl)-N-methylacetamide C1CCC2=C(C=3CCCC3C=C12)NC(=O)N=S(N)(=O)C1=CC=C(CN(C(C)=O)C)C=C1